OC=1C2=C(N=C(N1)NC(=O)OC)C(=NN2CC2=C(C=CC(=N2)C(=O)OC)OC)I methyl 6-((7-hydroxy-3-iodo-5-((methoxycarbonyl)amino)-1H-pyrazolo[4,3-d]pyrimidin-1-yl)methyl)-5-methoxypicolinate